Cl.OC(C(=O)NC1CNCCOC1)CO 2,3-dihydroxy-N-(1,4-oxazepan-6-yl)propanamide hydrochloride